(R)-3-methoxy-4-(4-((1-methylpiperidin-3-yl)amino)phthalazin-1-yl)benzaldehyde COC=1C=C(C=O)C=CC1C1=NN=C(C2=CC=CC=C12)N[C@H]1CN(CCC1)C